5-((2S,3S)-3-amino-3-(4-bromo-2-fluorophenyl)-2-fluoropropyl)-1-(tetrahydro-2H-pyran-4-yl)pyrimidine-2,4,6(1H,3H,5H)-trione hydrochloride Cl.N[C@H]([C@H](CC1C(NC(N(C1=O)C1CCOCC1)=O)=O)F)C1=C(C=C(C=C1)Br)F